CN(C1=C(C=CC=C1)Br)C N,N-dimethyl-2-bromoaniline